BrC=1C=CC=2N(C1)N=CC2C2=CC(=C(C(=O)NC1CC1)C(=C2)OC)OC(F)F 4-(6-Bromopyrazolo[1,5-a]pyridin-3-yl)-N-cyclopropyl-2-(difluoromethoxy)-6-methoxybenzamide